Cl.COC=1C=C(C=CC1OC)CCNC=1C2=C(N=CN1)SC(=C2)C N-[2-(3,4-dimethoxyphenyl)ethyl]-6-methylthieno[2,3-d]pyrimidin-4-amine hydrochloride